O1CC(CC1)OC=1C=C2C(=NC1)NC(N2)=O 6-tetrahydrofuran-3-yloxy-3H-imidazo[4,5-b]pyridin-2-one